[1-[(4-methoxyphenyl)methyl]-4-nitro-pyrazol-3-yl]methanol COC1=CC=C(C=C1)CN1N=C(C(=C1)[N+](=O)[O-])CO